BrC=1C(=NN(C1C(F)(F)F)CC(C)C)NC1=C(C(=CC=C1C)OC)C 4-Bromo-1-isobutyl-N-(3-methoxy-2,6-dimethylphenyl)-5-(trifluoromethyl)-1H-pyrazol-3-amine